7-(2-METHYL-2-PROPANYL)-2H-1,5-BENZODIOXEPIN CC(C)(C)C1=CC2=C(OCC=CO2)C=C1